4-methoxy-2-(methylsulfinyl)pyrimidine-5-carboxylic acid methyl ester COC(=O)C=1C(=NC(=NC1)S(=O)C)OC